C1CC(=CN([C@H]1O)[C@H]2[C@@H]([C@@H]([C@H](O2)COP(=O)([O-])OP(=O)([O-])OC[C@@H]3[C@H]([C@H]([C@@H](O3)N4C=NC5=C(N=CN=C54)N)OP(=O)([O-])[O-])O)O)O)C(=O)N The molecule is a quadruply-charged nucleotide-sugar oxoanion obtained by deprotonation of the diphosphate OH groups of (S)-NADPHX; major species at pH 7.3. It derives from a NADPH(4-). It is a conjugate base of a (S)-NADPHX.